NC1=NN2C(=NN(C(C2=C1)=O)CC(=O)NC1=NC=NC=C1)C(C)C 2-(2-amino-7-isopropyl-4-oxopyrazolO[1,5-d][1,2,4]triazin-5(4H)-yl)-N-(pyrimidin-4-yl)acetamide